5-ethyl-7-(1-ethylcyclobutyl)-2-(methylsulfanyl)imidazo[4,3-f][1,2,4]triazine C(C)C=1N=C(N2N=C(N=CC21)SC)C2(CCC2)CC